tert-butyl(cyclobutylmethyl)((2-((4-(5-(2,5-dihydro-1H-pyrrol-1-yl)pyridin-3-yl)-1H-1,2,3-triazol-1-yl)methyl)imidazo[1,2-a]pyridin-6-yl)methyl)carbamate C(C)(C)(C)OC(N(CC=1C=CC=2N(C1)C=C(N2)CN2N=NC(=C2)C=2C=NC=C(C2)N2CC=CC2)CC2CCC2)=O